N[C@](COC1=C(C#N)C=C(C=C1)C1=CC(=NC=C1)C(F)F)(CC(C)C)C (S)-2-((2-amino-2,4-dimethylpentyl)oxy)-5-(2-(difluoromethyl)pyridin-4-yl)benzonitrile